tert-butyl (4R)-2,2-dimethyl-4-[3-methyl-2-oxo-1-(2-trimethylsilylethoxymethyl) benzimidazol-4-yl]piperidine-1-carboxylate CC1(N(CC[C@H](C1)C1=CC=CC=2N(C(N(C21)C)=O)COCC[Si](C)(C)C)C(=O)OC(C)(C)C)C